(4-(3-phenyl-5H-imidazo[1,2-c]pyrido[3,4-e][1,3]oxazin-2-yl)phenyl)methanol C1(=CC=CC=C1)C1=C(N=C2N1COC1=C2C=NC=C1)C1=CC=C(C=C1)CO